C1=CC=C(C=C1)[C@@H](CN)O S-2-amino-1-phenylethanol